C(C(C)(C)C)(=O)NC(=NC(C(C)(C)C)=O)N1N=CC=C1 N,N'-Bis(pivaloyl)-1H-pyrazole-1-carboxamidine